8-methyl-6-(1-methyl-6-oxo-piperidin-3-yloxy)-2-thieno[2,3-c]pyridin-5-yl-3H-quinazolin-4-one CC=1C=C(C=C2C(NC(=NC12)C=1C=C2C(=CN1)SC=C2)=O)OC2CN(C(CC2)=O)C